4-[(2-hydroxyethyl)amino]-4-oxo-sulfobutanoic acid dodecyl ester monosodium salt [Na+].C(CCCCCCCCCCC)OC(C(CC(=O)NCCO)S(=O)(=O)[O-])=O